CC=1N=C(NC1C)C=1N=CN2C1C=CC(=C2)C=2C(=C(C=CC2F)NS(=O)(=O)C=2C(=NC=C(C2)F)OC)F N-(3-(1-(4,5-dimethyl-1H-imidazol-2-yl)imidazo[1,5-a]pyridin-6-yl)-2,4-difluorophenyl)-5-fluoro-2-methoxypyridine-3-sulfonamide